BrC1=C2C(=CN=C1)NN=C2C 4-bromo-3-methyl-1H-pyrazolo[3,4-c]pyridine